Dimethyl 2-(2,2-Difluoropropyl)Propanedioate FC(CC(C(=O)OC)C(=O)OC)(C)F